NC(C[Sn])(N)N Tris(amino)ethyl-tin